3,4-dimethyl-N-[[4-(2-pyridyloxy)phenyl]methyl]pyrimido[4',5':4,5]thieno[2,3-c]pyridazin-8-amine hydrochloride Cl.CC1=C(C2=C(N=N1)SC1=C2N=CN=C1NCC1=CC=C(C=C1)OC1=NC=CC=C1)C